FC(C(=O)O)(F)F.CC=1C=C(OC[C@@H](C)N)C=C(C1)C (2R)-1-(3,5-dimethylphenoxy)-2-propanamine trifluoroacetic acid salt